C(\C=C\C(=O)[O-])(=O)OCCC(N(CC)CC)=O (N,N-Diethylcarbamoyl)methylmethyl (2E)-but-2-ene-1,4-dioate